(2S,4R)-1-((S)-2-(5-azidopentanamido)-3,3-dimethylbutanoyl)-4-hydroxy-N-((S)-1-(4-(4-methylthiazol-5-yl)phenyl)ethyl)pyrrolidine-2-carboxamide N(=[N+]=[N-])CCCCC(=O)N[C@H](C(=O)N1[C@@H](C[C@H](C1)O)C(=O)N[C@@H](C)C1=CC=C(C=C1)C1=C(N=CS1)C)C(C)(C)C